CC1=C(CBr)C(=CC=C1)C(F)(F)F 2-METHYL-6-TRIFLUOROMETHYLBENZYL BROMIDE